Anti-benzyl 3-[4-(cyclopropanecarbonylamino)-2-(3,5-dimethylpiperidin-1-yl)phenyl]-6,8-dihydro-5H-imidazo[1,5-a]pyrazine-7-carboxylate C1(CC1)C(=O)NC1=CC(=C(C=C1)C1=NC=C2N1CCN(C2)C(=O)OCC2=CC=CC=C2)N2CC(CC(C2)C)C